CCCCCCCCCCCCCCCCCCCCC(C(=O)N[C@@H](CO)[C@@H](/C=C/CCCCCCCCCC(C)C)O)O The molecule is an N-acyl-15-methylhexadecasphing-4-enine in which the acyl group has 22 carbons and 0 double bonds and is 2-hydroxylated. It derives from a 15-methylhexadecasphing-4-enine.